C(C1=CC=CC=C1)OC=1C(C=CN2NCN(C(C21)=O)C)=O 5-(benzyloxy)-3-methyl-2,3-dihydro-1H-pyrido[2,1-f][1,2,4]Triazine-4,6-dione